COC1CCC(CC1)C(=O)N[C@@H](C)C1=NC(=NO1)C1=CC(=NC=C1)C(F)(F)F (S)-4-methoxy-N-(1-(3-(2-(trifluoromethyl)pyridin-4-yl)-1,2,4-oxadiazol-5-yl)ethyl)cyclohexane-1-carboxamide